FC1=CC(=C(C=C1)N1C[C@@H]2CN(C[C@@H]2C1)C(=O)OC(C)(C)C)C tert-butyl (3aS,6aR)-2-(4-fluoro-2-methyl-phenyl)-1,3,3a,4,6,6a-hexahydropyrrolo[3,4-c]pyrrole-5-carboxylate